1-(4-Fluorophenyl)-3-(3,4,5-trihydroxyphenethyl)urea FC1=CC=C(C=C1)NC(=O)NCCC1=CC(=C(C(=C1)O)O)O